1-(((5s,7s)-3-(2-(dimethylamino)pyrimidin-5-yl)-7-methyl-2-oxo-1-oxa-3-azaspiro[4.5]decan-7-yl)methyl)-1H-benzo[d]imidazole-6-carbonitrile CN(C1=NC=C(C=N1)N1C(O[C@]2(C1)C[C@@](CCC2)(C)CN2C=NC1=C2C=C(C=C1)C#N)=O)C